C(C1=CC=CC=C1)OC1=CC=C2C(=NC=NC2=C1)NC=1C(=CC(=C(C1)O)C)F 5-((7-(benzyloxy)quinazolin-4-yl)amino)-4-fluoro-2-methylphenol